Cl.NC1=CC(=NC=N1)NC1=CC(=C2C(NC3(N(C2=C1)C)CCC3)=O)Cl 7'-((6-aminopyrimidin-4-yl)amino)-5'-chloro-1'-methyl-1'H-spiro[cyclobutane-1,2'-quinazoline]-4'(3'H)-one hydrochloride